(1R,3R,6R,7S,8S,10R,11R,12R,13S,16S,17R)-8-tert-butyl-6,12,17-trihydroxy-16-methyl-2,4,14,19-tetraoxahexacyclo[8.7.2.01,11.03,7.07,11.013,17]nonadecane-5,15,18-trione C(C)(C)(C)[C@H]1[C@]23[C@H](C(O[C@H]2O[C@]24[C@@]3([C@@H](C1)OC4=O)[C@H]([C@@H]4OC([C@H]([C@@]42O)C)=O)O)=O)O